3-(3-(4-Methoxyphenyl)-1H-pyrazolo[3,4-b]pyridin-5-ylamino)phenol COC1=CC=C(C=C1)C1=NNC2=NC=C(C=C21)NC=2C=C(C=CC2)O